C1(=CC=CC=C1)N(C(=O)OCC1CCC(CC1)COCC(=O)O)C1=NC=CN=C1 2-(((1r,4r)-4-((phenyl(pyrazin-2-yl)carbamoyloxy)methyl)cyclohexyl)methoxy)acetic acid